2'-O-methyl-uridine thiophosphate P(=S)(O)(O)OC[C@@H]1[C@H]([C@H]([C@@H](O1)N1C(=O)NC(=O)C=C1)OC)O